2-(1'-(5-chloro-4-(((R)-1-(2,4-dichlorophenyl)ethyl)amino)-6-methylpyrimidin-2-yl)-[3,4'-bipiperidin]-1-yl)propanoic acid ClC=1C(=NC(=NC1C)N1CCC(CC1)C1CN(CCC1)C(C(=O)O)C)N[C@H](C)C1=C(C=C(C=C1)Cl)Cl